C(C)(C)(C)OC(=O)N1[C@H](C(N(CC1)C=1C2=C(N(C(N1)=O)C1=C(C=CC=C1)C(C)C)CN(CC2)C2=CC=CC1=CC=CC(=C21)C)C)C(C)(C)C tert-butyl-(S)-4-(1-(2-isopropylphenyl)-7-(8-methylnaphthalen-1-yl)-2-oxo-1,2,5,6,7,8-hexahydropyrido[3,4-d]pyrimidin-4-yl)-3-methylpiperazine-1-carboxylic acid tert-butyl ester